FC1(CCC(CC1)NC1=NC(=NC=C1C)C=1SC=C(N1)C)F N-(4,4-difluorocyclohexyl)-5-methyl-2-(4-methylthiazol-2-yl)pyrimidin-4-amine